FC(S(=O)(=O)OC1=C(C(=C(C=C1)C=1C(=NN(C1)COCC[Si](C)(C)C)C1=CC=CC=C1)F)F)(F)F 2,3-difluoro-4-(3-phenyl-1-((2-(trimethylsilyl)ethoxy)methyl)-1H-pyrazol-4-yl)phenyl trifluoromethanesulfonate